2',4'-dihydroxy-3',6'-dimethoxychalcone OC1=C(C(/C=C/C2=CC=CC=C2)=O)C(=CC(=C1OC)O)OC